(2S,4R)-N-((R)-1-(4-carbamimidoylthiophen-2-yl)ethyl)-1-((4'-fluoro-[1,1'-biphenyl]-3-carbonyl)glycyl)-4-(methylsulfonyl)pyrrolidine-2-carboxamide C(N)(=N)C=1C=C(SC1)[C@@H](C)NC(=O)[C@H]1N(C[C@@H](C1)S(=O)(=O)C)C(CNC(=O)C=1C=C(C=CC1)C1=CC=C(C=C1)F)=O